C(C)C1C=2C=CC=NC2CCN1C(=O)OC(C)(C)C tert-butyl 5-ethyl-7,8-dihydro-1,6-naphthyridine-6(5H)-carboxylate